(S)-1-(8-(((S)-6a,7,8,9-tetrahydro-6H-pyrido[3,2-b]pyrrolo[1,2-d][1,4]oxazin-4-yl)thio)imidazo[1,2-c]pyrimidin-5-yl)-4'H,6'H-spiro[piperidine-4,5'-pyrrolo[1,2-b]pyrazole]-4'-amine N1=CC=C(C=2OC[C@H]3N(C21)CCC3)SC=3C=2N(C(=NC3)N3CCC1([C@@H](C=4N(N=CC4)C1)N)CC3)C=CN2